(furan-2-yl)-N-(1-(1,2,3,4-tetrahydronaphthalen-1-yl)-1H-pyrazol-4-yl)isoxazole-3-carboxamide O1C(=CC=C1)C=1C(=NOC1)C(=O)NC=1C=NN(C1)C1CCCC2=CC=CC=C12